ClC=1C=C(C=NC1N1N=CC=N1)NC(=O)C=1N(N=C(C1C(F)(F)F)C1=CC=CC=2N=C(SC21)NCC2=CC=C(C=C2)OC)C N-[5-chloro-6-(triazol-2-yl)-3-pyridyl]-5-[2-[(4-methoxyphenyl)methylamino]-1,3-benzothiazol-7-yl]-2-methyl-4-(trifluoromethyl)pyrazole-3-carboxamide